4-amino-3-chloro-5-fluoro-6-(7-fluoro-1H-indol-6-yl)pyridine NC1=C(C=NC(=C1F)C1=CC=C2C=CNC2=C1F)Cl